COC1CC(C1)C(=O)NC=1SC(=CN1)OC1=CC=C(C=C1)N1CCOCC1 3-methoxy-N-(5-(4-morpholino-phenoxy)thiazol-2-yl)cyclobutane-1-carboxamide